C(C)(=O)NC1=CC=C(C=C1)C1=CC=C(C=C1)C=1N=NNC1C(=O)O 4-(4'-acetylamino-[1,1'-biphenyl]-4-yl)-1H-1,2,3-triazole-5-carboxylic acid